O1COC2=C1C=CC(=C2)S(=O)(=O)C2=CC=C(C=C2)CNC(=O)C2=CC=1C(=CN=CC1)S2 N-{[4-(2H-1,3-benzodioxole-5-sulfonyl)phenyl]methyl}thieno[2,3-c]pyridine-2-carboxamide